3-methoxy-N-(5-(3-(piperidine-1-carbonyl)pyrazolo[1,5-a]pyridin-7-yl)pyridin-2-yl)propanamide COCCC(=O)NC1=NC=C(C=C1)C1=CC=CC=2N1N=CC2C(=O)N2CCCCC2